N-(6-chloropyridin-3-yl)-6-((1-(1-methyl-1H-pyrazol-4-yl)propan-2-yl)oxy)isoquinolin-1-amine ClC1=CC=C(C=N1)NC1=NC=CC2=CC(=CC=C12)OC(CC=1C=NN(C1)C)C